Propyl Carbamate Mesylate S(C)(=O)(=O)O.C(N)(OCCC)=O